C1(=CC=CC=C1)NC1=CC=CC2=CC=CC=C12 Phenyl-α-naphthylamin